1-[(5-fluoro-2-pyridyl)methyl]-6-isopropenyl-2-oxo-1,8-naphthyridine-3-carboxylic acid FC=1C=CC(=NC1)CN1C(C(=CC2=CC(=CN=C12)C(=C)C)C(=O)O)=O